rel-(1R,3S)-3-(2-(2-(3-methylisoxazol-5-yl)acetamido)thiazol-5-yl)cyclopentyl isopropylcarbamate dimethyl-2-(3-oxocyclopentyl)malonate COC(C(C(=O)OC)C1CC(CC1)=O)=O.C(C)(C)NC(O[C@H]1C[C@H](CC1)C1=CN=C(S1)NC(CC1=CC(=NO1)C)=O)=O |o1:21,23|